zirconium-vanadium-iron-manganese [Mn].[Fe].[V].[Zr]